5-[1-(4,4-diethyl-2-imino-6-oxo-hexahydropyrimidin-1-yl)-3-methoxy-propyl]-N-[(1R,2R)-2-hydroxyindan-1-yl]-2-(trifluoromethyl)benzamide C(C)C1(NC(N(C(C1)=O)C(CCOC)C=1C=CC(=C(C(=O)N[C@H]2[C@@H](CC3=CC=CC=C23)O)C1)C(F)(F)F)=N)CC